3-(3-(cyclopropylmethoxy)-4-(difluoromethoxy)phenethyl)benzoic acid C1(CC1)COC=1C=C(CCC=2C=C(C(=O)O)C=CC2)C=CC1OC(F)F